N-((1H-pyrrolo[3,2-c]pyridine-2-yl)methyl)-2-(5-((3-(4-(oxetan-3-yl-oxy)phenyl)propyl)amino)-6-oxo-2-phenylpyrimidin-1(6H)-yl)acetamide N1C(=CC=2C=NC=CC21)CNC(CN2C(=NC=C(C2=O)NCCCC2=CC=C(C=C2)OC2COC2)C2=CC=CC=C2)=O